C(CCCC)C1(CC1)CC1C(C1)CC1C(C1)CC1C(C1)CCCC(=O)OC methyl 4-(2-((2-((2-((pentylcyclopropyl)methyl)cyclopropyl)methyl)cyclopropyl)methyl)cyclopropyl)butanoate